C(C)(=O)OCCCCC amyl acetate